2-Ethylhexanoic acid tin [Sn].C(C)C(C(=O)O)CCCC